O[C@H](C(=O)O)CO (S)-2,3-dihydroxypropionic acid